ClC1=CC=C(C=C1)C(CCSC1=CC=CC=C1)=O 1-(4-chlorophenyl)-3-(phenylsulfanyl)propane-1-one